1-(2-(3-cyclopentylphenoxy)pyridin-3-yl)-3-(4-(trifluoromethoxy)phenyl)urea C1(CCCC1)C=1C=C(OC2=NC=CC=C2NC(=O)NC2=CC=C(C=C2)OC(F)(F)F)C=CC1